OC1=CC2=CC(=C(C=C2C=C1S(=O)(=O)O)S(=O)(=O)O)O 2,7-dihydroxynaphthalene-3,6-disulfonic acid